C(C)(C)(C)OC(=O)NCCSC1=CN=C(S1)CNC(OC(C)(C)C)=O tert-Butyl ((5-((2-((tert-butoxycarbonyl)amino)ethyl)thio)thiazol-2-yl)methyl)carbamate